(R)-2-(4-isopropylphenyl)-N-(1-(2-propyl-2H-pyrazolo[3,4-c]pyridin-5-yl)ethyl)acetamide C(C)(C)C1=CC=C(C=C1)CC(=O)N[C@H](C)C1=CC=2C(C=N1)=NN(C2)CCC